potassium glycolate sulfate S(=O)(=O)([O-])O.C(CO)(=O)O.[K+]